C(C)(=O)N1[C@@H](CN(CC1)C(C=C)=O)C1=CC(=NC(=C1)Cl)C1=CC(=NC(=N1)C)C(=O)NC (R)-6-(4-(1-acetyl-4-acryloylpiperazin-2-yl)-6-chloropyridin-2-yl)-N,2-dimethylpyrimidine-4-carboxamide